(2R)-2-cyclopropyl-2-{(1R,3s,5s)-3-[(3s,4R)-1-(5-fluoropyrimidin-2-yl)-3-methoxypiperidin-4-yl]8-azabicyclo[3.2.1]oct-8-yl}acetamide C1(CC1)[C@H](C(=O)N)N1[C@H]2CC(C[C@@H]1CC2)[C@@H]2[C@@H](CN(CC2)C2=NC=C(C=N2)F)OC